C(C)OCCNC(=O)C1CCNCC1 N-(2-ethoxyethyl)piperidine-4-carboxamide